BrC=1C=C(C(=C2CCC12)NC(=O)N[S@](=O)(=N)C1=CN=C(S1)C(C)(C)O)[C@H](C)C1CC1 (R)-N-((5-bromo-3-((R)-1-cyclopropylethyl)bicyclo[4.2.0]octa-1,3,5-trien-2-yl)carbamoyl)-2-(2-hydroxypropan-2-yl)thiazole-5-sulfonimidamide